ClC=1C(=NC(=NC1)N[C@@H]1CC[C@H](CC1)NC(C)=O)C=1C=NN(C1)C1=CNC(C=C1)=O trans-N-((1r,4r)-4-((5-chloro-4-(1-(6-oxo-1,6-dihydropyridin-3-yl)-1H-pyrazol-4-yl)pyrimidin-2-yl)amino)cyclohexyl)acetamide